2-[[5-[2-(Trifluoromethoxy)phenyl]-2-furanyl]methylene]-1H-indene-1,3(2H)-dione FC(OC1=C(C=CC=C1)C1=CC=C(O1)C=C1C(C2=CC=CC=C2C1=O)=O)(F)F